tert-butyl (1-hydroxy-3-phenylpropan-2-yl)carbamate OCC(CC1=CC=CC=C1)NC(OC(C)(C)C)=O